FC1=C(OC2=C(C1=O)C(=C(C(=C2F)F)F)F)C(C(C(C(C(C(F)(F)F)(F)F)(F)F)(F)F)(F)F)(F)F Perfluorohexyl-4H-benzopyran-4-one